2-(hydroxymethyl)piperidin OCC1NCCCC1